C(C=C)(=O)OCC[N+](C)(C)C acryloyl-oxyethyl-trimethylammonium